CN1CCC(CC1)CCC1CCN(CC1)C 1-methyl-4-[2-(1-methyl-4-piperidyl)ethyl]piperidine